6-(3-isopropyl-5-(1-isopropylpiperidin-4-yl)-1H-indol-2-yl)-2,4-dimethylpyridazin-3(2H)-one C(C)(C)C1=C(NC2=CC=C(C=C12)C1CCN(CC1)C(C)C)C=1C=C(C(N(N1)C)=O)C